Cl.C1(CC1)S(=O)(=O)N1CCC(CC1)NC1=NC=C(C(=N1)C=1C=C2C=CC=NC2=C(C1)F)F N-(1-(cyclopropylsulfonyl)piperidin-4-yl)-5-fluoro-4-(8-fluoroquinolin-6-yl)pyrimidin-2-amine hydrochloride